1,3-dimethyl-5-(4,4,5,5-tetramethyl-1,3,2-dioxaborolan-2-yl)benzimidazol-2-one CN1C(N(C2=C1C=CC(=C2)B2OC(C(O2)(C)C)(C)C)C)=O